methyl N-[4-carbamoyl-1-[1-(cyanomethyl)-4-[4-(2-furyl)anilino]cyclohexyl]pyrazol-3-yl]carbamate C(N)(=O)C=1C(=NN(C1)C1(CCC(CC1)NC1=CC=C(C=C1)C=1OC=CC1)CC#N)NC(OC)=O